(2,4,6-trimethylbenzoyl)-phenyl ethyl phosphonate P(OC1=C(C=CC=C1)C(C1=C(C=C(C=C1C)C)C)=O)(OCC)=O